C(C=C)OC1=C(C=O)C(=C(C=C1F)Cl)Cl 2-(allyloxy)-5,6-dichloro-3-fluorobenzaldehyde